FC1(CC1)C1=NNC(=N1)C1CC2(CN(C2)C(=O)N2CC3(C2)CC(C3)CC=3C=NN(C3C(F)(F)F)C)C1 [6-[3-(1-fluorocyclopropyl)-1H-1,2,4-triazol-5-yl]-2-azaspiro[3.3]heptan-2-yl]-[6-[[1-methyl-5-(trifluoromethyl)pyrazol-4-yl]methyl]-2-azaspiro[3.3]heptan-2-yl]methanone